4-((2-(4-(2-((4-(5-((λ2-Azaneylidene)-λ3-methyl)pyridin-2-yl)phenyl)methoxy)ethyl)phenyl)-7-phenylimidazo[1,2-a]pyridin-3-yl)amino)benzoic acid [N]=[C]C=1C=CC(=NC1)C1=CC=C(C=C1)COCCC1=CC=C(C=C1)C=1N=C2N(C=CC(=C2)C2=CC=CC=C2)C1NC1=CC=C(C(=O)O)C=C1